[O-2].C(CCCCCCCCCCCCCCCCC)[Ti](CCCCCCCCCCCCCCCCCC)(CCCCCCCCCCCCCCCCCC)CCCCCCCCCCCCCCCCCC tetrastearyl-titanium oxide